cyclopropyl{(1R,5S,6r)-3-[{1-isopropyl-1H-imidazol-4-yl}carbonyl]-3-azabicyclo[3.1.0]hex-6-yl}methanone C1(CC1)C(=O)C1[C@H]2CN(C[C@@H]12)C(=O)C=1N=CN(C1)C(C)C